R-2-benzenesulfonyl-1-(4-fluorophenyl)ethanol C1(=CC=CC=C1)S(=O)(=O)C[C@H](O)C1=CC=C(C=C1)F